COC(COC1=CC=C(C=N1)CNC1=CC(=NC=2N1N=CC2CC)N2[C@@H](CCCC2)CCO)OC 2-[(2S)-1-[7-[[6-(2,2-dimethoxyethoxy)-3-pyridyl]methylamino]-3-ethyl-pyrazolo[1,5-a]pyrimidin-5-yl]-2-piperidyl]ethanol